S-(2-(((benzylamino)((6-(3-carbamoylpyridin-1(4H)-yl)-2,2-dimethyltetrahydrofuro[3,4-d][1,3]dioxol-4-yl)methoxy)phosphoryl)oxy)ethyl)2,2-dimethylpropanethioate C(C1=CC=CC=C1)NP(=O)(OCC1OC(C2OC(OC21)(C)C)N2C=C(CC=C2)C(N)=O)OCCS=C(C(C)(C)C)[O-]